C(C)(=O)N(C1=C(C=CC=C1)C(C)(C)C)CC=CC1=CC=CC=C1 N-acetyl-N-phenylallyl-o-tert-butylaniline